4-(2,4-difluorobenzyloxy)-1-(3-(morpholin-4-yl)carbonyl-2-methylphenyl)-3-bromo-6-methylpyridin-2(1H)-one FC1=C(COC2=C(C(N(C(=C2)C)C2=C(C(=CC=C2)C(=O)N2CCOCC2)C)=O)Br)C=CC(=C1)F